CN=[S@@](=O)(C)C1=NC=CC(=C1)N |o1:2| rel-2-(N,S-dimethylsulfonimidoyl)pyridin-4-amine